3-butyl-3,4,5,6-tetrahydropyrimidine C(CCC)N1C=NCCC1